C1(CC1)S(=O)(=O)NC1=NC=CC(=N1)C(C(=O)NC1=NC=C(C=C1)C1=NC(=CN=C1)OC1CC1)(C)C 2-(2-(cyclopropanesulfonylamino)pyrimidin-4-yl)-N-(5-(6-cyclopropoxy-pyrazin-2-yl)pyridin-2-yl)-2-methylpropanamide